C1(CCC1)C(=O)N1C(CCCC1)C=1NC(=CN1)C1=CC(=CC=C1)F cyclobutyl(2-(5-(3-fluorophenyl)-1H-imidazol-2-yl)piperidin-1-yl)methanone